N'-hydroxy-5-((3-(5-(trifluoromethyl)pyridin-2-yl)-1,2,4-oxadiazol-5-yl)amino)pyrazine-2-carboxamidine ON=C(N)C1=NC=C(N=C1)NC1=NC(=NO1)C1=NC=C(C=C1)C(F)(F)F